OC=1C=C2CCN(CC2=CC1OC)CCC=1SC(=CC1)C1=C(C=CC=C1)OC 6-Hydroxy-7-methoxy-2-(2-(5-(2-methoxyphenyl)thiophen-2-yl)-ethyl)-1,2,3,4-tetrahydroisoquinoline